COCOC=1C(=NC=C(C1)NCC=1C(=NNC1)C)C1=CC=C(N=N1)N1C[C@H](N(CC1)C(=O)OC(C)(C)C)C |r| rac-tert-Butyl 4-(6-(3-(methoxymethoxy)-5-(((3-methyl-1H-pyrazol-4-yl)methyl)amino)pyridin-2-yl)pyridazin-3-yl)-2-methylpiperazine-1-carboxylate